trans-N-(8-amino-6-(6-((S)-4-isopropyl-4,5-dihydrooxazol-2-yl)-4-methylpyridin-3-Yl)-2,7-naphthyridin-3-yl)-2-(1-methyl-1H-pyrazol-4-yl)cyclopropane-1-carboxamide NC=1N=C(C=C2C=C(N=CC12)NC(=O)[C@H]1[C@@H](C1)C=1C=NN(C1)C)C=1C=NC(=CC1C)C=1OC[C@@H](N1)C(C)C